(±)-4-{3-[4,5-dichloro-1-methyl-6-(oxolan-3-ylmethoxy)-1H-indole-2-amido]oxolan-3-yl}benzoic acid ClC1=C2C=C(N(C2=CC(=C1Cl)OCC1COCC1)C)C(=O)NC1(COCC1)C1=CC=C(C(=O)O)C=C1